(R)-4-(7-((6,7-dihydro-5H-cyclopenta[b]pyridin-5-yl)amino)thieno[2,3-c]pyridin-2-yl)-6-((4-fluorophenoxy)methyl)-2-isobutyl-5-(5-methyl-1,3,4-oxadiazol-2-yl)nicotinamide N1=C2C(=CC=C1)[C@@H](CC2)NC=2N=CC=C1C2SC(=C1)C1=C(C(=NC(=C1C(=O)N)CC(C)C)COC1=CC=C(C=C1)F)C=1OC(=NN1)C